1-methyl-4-((3-methyl-5-phenylpenta-1,2-dien-1-yl)sulfonyl)benzene tert-butyl-N-[(1S)-1-{[(1S)-1-{[2-fluoro-4-(hydroxymethyl)phenyl]carbamoyl}ethyl]carbamoyl}-2-methylpropyl]carbamate C(C)(C)(C)OC(N[C@@H](C(C)C)C(N[C@@H](C)C(NC1=C(C=C(C=C1)CO)F)=O)=O)=O.CC1=CC=C(C=C1)S(=O)(=O)C=C=C(CCC1=CC=CC=C1)C